cis-1,4-Butendiol C(=C/CCO)/O